(3R)-3-({2-[4-(trifluoromethoxy)phenyl][1,2,4]triazolo[1,5-c]quinazolin-5-yl}amino)azepan-2-one FC(OC1=CC=C(C=C1)C1=NN2C(=NC=3C=CC=CC3C2=N1)N[C@H]1C(NCCCC1)=O)(F)F